OC=1C=C(C=CC1)C#CC1=C(C=CC=C1)CN1CCN(CC1)C1=CC=C(N=N1)C(=O)NCCC 6-[4-[[2-[2-(3-Hydroxyphenyl)ethynyl]phenyl]methyl]piperazin-1-yl]-N-propylpyridazine-3-carboxamide